CC(C)(C#C)N1C[C@@H](CC1)O (R)-1-(2-methylbutan-3-yn-2-yl)pyrrolidin-3-ol